3-(1-((S)-3-(ethoxymethyl)-3-(2-(thiophen-3-yl)ethyl)pyrrolidin-1-yl)ethyl)pyridine C(C)OC[C@@]1(CN(CC1)C(C)C=1C=NC=CC1)CCC1=CSC=C1